C[C@]1(OCC=2C=NC(=CC21)C(=O)N[C@H]2COC1=C(N(C2=O)C)C=CC=C1)C(F)(F)F (1R)-1-methyl-N-[(3S)-5-methyl-4-oxo-2,3-dihydro-1,5-benzoxazepine-3-yl]-1-(trifluoromethyl)-3H-furo[3,4-c]Pyridine-6-carboxamide